C(CCC)(=O)OCC(OC(CCC)=O)COC(CCCCCCC\C=C/CCCCCCCC)=O 1,2-dibutyryl-3-oleoyl-glycerol